[Ti].C1CCC2=CC(=CC=C12)/C=C/C(=O)N(CC=1SC=CC1)C=1C=NNC1C (E)-3-(2,3-dihydro-1H-inden-5-yl)-N-(5-methyl-1H-pyrazol-4-yl)-N-(thiophen-2-ylmethyl)acrylamide titanium